methyl-acrylic acid 3-sulfopropyl ester potassium salt [K+].S(=O)(=O)([O-])CCCOC(C(=C)C)=O